3-(4-bromophenyl)-1-methyl-1H-1,2,4-triazole BrC1=CC=C(C=C1)C1=NN(C=N1)C